N-((1r,3r)-3-Methoxycyclobutyl)-5-methyl-2-(1-methyl-1H-imidazol-2-yl)-6-(pyridin-3-yl)pyrrolo[2,1-f][1,2,4]triazin-4-amine COC1CC(C1)NC1=NC(=NN2C1=C(C(=C2)C=2C=NC=CC2)C)C=2N(C=CN2)C